CN(C1=CC=C(C=C1)N)C N,N-dimethyl-1,4-diamino-benzene